2-[2-(Cyclopropylmethylamino)-4-pyridyl]oxazole-4-carboxylic acid C1(CC1)CNC1=NC=CC(=C1)C=1OC=C(N1)C(=O)O